3-morpholinyl-5-(trifluoromethyl)aniline N1(CCOCC1)C=1C=C(N)C=C(C1)C(F)(F)F